C1(=CC=CC=C1)N(C1=CC=C(C=C1)C=1C2=CC=CC=C2C(=C2C=CC=CC12)C1=CC=NC2=CC=CC=C12)C1=CC=CC=C1 N,N-diphenyl-4-(10-(quinoline-4-yl)anthracene-9-yl)aniline